[Fe].[Ca].[Ca].[Ca].[Ca] tetra-calcium iron